1-(methoxymethyl)-5-(2,2,2-trifluoroethoxy)-3,4-dihydroisoquinoline COCC1=NCCC2=C(C=CC=C12)OCC(F)(F)F